1-((2-(2-methoxyethoxy)pyrimidin-4-yl)methyl)-4-(1-(4-(trifluoromethyl)phenyl)-1H-indazol-3-yl)pyridin-2(1H)-one COCCOC1=NC=CC(=N1)CN1C(C=C(C=C1)C1=NN(C2=CC=CC=C12)C1=CC=C(C=C1)C(F)(F)F)=O